4-amino-2-mercaptothiophene NC=1C=C(SC1)S